(R)-6-Chloro-5-fluoro-1'-(5-(3-(trifluoromethyl)benzyl)-4H-1,2,4-triazole-3-carbonyl)spiro[benzo[d][1,3]oxazine-4,3'-piperidin]-2(1H)-one ClC1=C(C2=C(NC(O[C@@]23CN(CCC3)C(=O)C3=NN=C(N3)CC3=CC(=CC=C3)C(F)(F)F)=O)C=C1)F